[Si](C)(C)(C(C)(C)C)O[C@H]1[C@@H](N([C@@H](C1)COS(=O)(=O)C)C(=O)OC(C)(C)C)C tert-Butyl (2S,3R,5S)-3-[(tert-butyldimethylsilyl)oxy]-5-[(methanesulfonyloxy)methyl]-2-methylpyrrolidine-1-carboxylate